(5-chloro-3-pyridyl)boronic acid ClC=1C=C(C=NC1)B(O)O